N-eicosapentaenoyl-methionine C(C=CC=CC=CC=CC=CCCCCCCCCC)(=O)N[C@@H](CCSC)C(=O)O